2-(1-(difluoromethyl)cyclopentyl)-N-(4-(6-fluoro-3,4-dihydroisoquinolin-2(1H)-yl)-2,6-Dimethylphenyl)acetamide FC(C1(CCCC1)CC(=O)NC1=C(C=C(C=C1C)N1CC2=CC=C(C=C2CC1)F)C)F